2-(5-fluoro-3-pyridinyl)cyclopropanecarboxylic acid FC=1C=C(C=NC1)C1C(C1)C(=O)O